FC=1C=CC(=NC1)[C@@]1(CCOC2(C1)CCOCC2)CCNC2CC1=CC=CC=C1C2 (R)-N-(2-(4-(5-fluoropyridin-2-yl)-1,9-dioxaspiro[5.5]undecan-4-yl)ethyl)-2,3-dihydro-1H-inden-2-amine